C(C)(=O)NC=1C=C(C=CC1)C=1C=NN(C1)CCCCNC(OC(C)(C)C)=O tert-butyl (4-(4-(3-acetamidophenyl)-1H-pyrazol-1-yl)butyl)carbamate